NC1=C(C(=O)NC23CCC(CC2)(CC3)O)C=C(C=N1)C1=CC3=CN(N=C3C=C1)C1CCN(CC1)C(C)C 2-amino-N-(4-hydroxybicyclo[2.2.2]oct-1-yl)-5-(2-(1-isopropylpiperidin-4-yl)-2H-indazole-5-yl)nicotinamide